1-hydroxy-1,3-dihydrobenzo[c][1,2]Oxaborole-3-carboxylic acid OB1OC(C2=C1C=CC=C2)C(=O)O